C(CCCCC)NCCC1=CC=C(C=C1)O 4-(2-(hexylamino)ethyl)phenol